OC1=C2C(=CNC2=CC=C1)CCNCC 4-hydroxy-3-(N-ethylaminoethyl)indole